[1,3]oxazine-6-carbonitrile O1CN=CC=C1C#N